ClC=1C=C2C=3C(=CC(=CC3NC2=CC1)B1OC(C(O1)(C)C)(C)C)C 6-chloro-4-methyl-2-(4,4,5,5-tetramethyl-1,3,2-dioxaborolan-2-yl)-9H-carbazole